2,5-dibromoisophthalaldehyde BrC1=C(C=O)C=C(C=C1C=O)Br